N-(2,4,5-trifluoro-3-(3-morpholinoquinoxaline-6-carbonyl)phenyl)trimethylacetamide tert-Butyl-2-(3-{[(4-nitrophenoxy)carbonyl]oxy}propoxy)acetate C(C)(C)(C)OC(COCCCOC(=O)OC1=CC=C(C=C1)[N+](=O)[O-])=O.FC1=C(C=C(C(=C1C(=O)C=1C=C2N=C(C=NC2=CC1)N1CCOCC1)F)F)NC(C(C)(C)C)=O